C(CC(C)C)OC(C(C(=O)OCCC(C)C)C1=CC(=C(C(=C1)OC)O)OC)=O diisoamyl-3,5-dimethoxy-4-hydroxybenzenemalonate